FC=1C(=C2C(=NC(=NC2=C(C1)F)OCC1(CC1)CN1CCOCC1)N1CC2CCC(C1)N2C(=O)OC(C)(C)C)OC tert-butyl 3-(6,8-difluoro-5-methoxy-2-((1-(morpholinomethyl)cyclopropyl)methoxy)quinazolin-4-yl)-3,8-diazabicyclo[3.2.1]octane-8-carboxylate